NCC1=CC=C(C=C1)NC(CCCCCCC(=O)OC)=O methyl 8-((4-(amino methyl) phenyl) amino)-8-oxooctanoate